[Fe+2].CC1=CC(=NC=C1)C1=NC=CC(=C1)C=CC1=CC=NC=C1.CC1=CC(=NC=C1)C1=NC=CC(=C1)C=CC1=CC=NC=C1.CC1=CC(=NC=C1)C1=NC=CC(=C1)C=CC1=CC=NC=C1 tris[4'-methyl-4-(2-(4-pyridinyl)vinyl)-2,2'-bipyridyl] iron (II)